CC1=C(C(=CC(=C1)C(C1=CC=CC=C1)C1=CC=CC=C1)C)C1=C(C(=CC=C1OC)OC)P(C(C)(C)C)C(C)(C)C [2',6'-dimethyl-4'-(diphenylmethyl)-3,6-dimethoxy-biphenyl-2-yl]-di-tert-butylphosphine